(6-aminohexyl)boric acid NCCCCCCOB(O)O